C1(=CC=CC=C1)\C=C\1/N=C(N(C1=O)C1=CC=NC=C1)SCCCCCOC1=C(C=C(C#N)C=C1C)C (Z)-4-(5-(4-phenylmethylene-5-oxo-1-(pyridine-4-yl)-4,5-dihydro-1H-imidazole-2-sulfenyl)pentyloxy)-3,5-dimethyl-benzonitrile